NC1=C(C(=O)O)C=C(C=C1C)C=O 2-amino-5-formyl-3-methyl-benzoic acid